(S)-2-((4-(2-(4-chlorophenoxy)acetyl)-2-methylpiperazin-1-yl)methyl)-3-(2-cyclopropyloxy-5-(trifluoromethyl)phenyl)quinazoline-4(3H)-one ClC1=CC=C(OCC(=O)N2C[C@@H](N(CC2)CC2=NC3=CC=CC=C3C(N2C2=C(C=CC(=C2)C(F)(F)F)OC2CC2)=O)C)C=C1